CC(CC)=N butanone imine